7-[3,3-bis(hydroxymethyl)azetidin-1-yl]-N-[(1S)-1-cyclopropyl-2,2,2-trifluoroethyl]-6-fluoro-4-oxo-1-(2,4,6-trifluorophenyl)-1,4-dihydro-1,8-naphthyridine-3-carboxamide OCC1(CN(C1)C1=C(C=C2C(C(=CN(C2=N1)C1=C(C=C(C=C1F)F)F)C(=O)N[C@H](C(F)(F)F)C1CC1)=O)F)CO